1-(4-(3-(3-fluorophenyl)-7-Hydroxy-chroman-4-yl)phenyl)piperidine-4-carbaldehyde FC=1C=C(C=CC1)C1COC2=CC(=CC=C2C1C1=CC=C(C=C1)N1CCC(CC1)C=O)O